NC=1C2=C(N=CN1)N(C=C2C2=CC=C(C=C2)OC2=CC=CC=C2)C2CC(C2)=O 3-[4-amino-5-(4-phenoxyphenyl)-7H-pyrrolo[2,3-d]pyrimidin-7-yl]cyclobutan-1-one